BrC1=NC(=CC(=C1O)OC(C(F)(F)F)CO)I 2-bromo-6-iodo-4-((1,1,1-trifluoro-3-hydroxypropan-2-yl)oxy)pyridin-3-ol